4-bromo-1-(4-fluorophenyl)butan-1-one BrCCCC(=O)C1=CC=C(C=C1)F